CN1C2(CC2)CN([C@H](C1=O)C)C1=NC(=NC=C1F)NC1=CC=C(C=C1)S(=O)(=O)N (S)-4-((4-(4,6-dimethyl-5-oxo-4,7-diazaspiro[2.5]octan-7-yl)-5-fluoropyrimidin-2-yl)amino)benzenesulfonamide